1-(2-Dodecyloxy-5-ethyl-3-methoxybenzyl)piperidin C(CCCCCCCCCCC)OC1=C(CN2CCCCC2)C=C(C=C1OC)CC